CC1N(CC(CC1C(=O)OC)C)C(=O)OC(C)(C)C O1-tert-Butyl O3-methyl 2,5-dimethylpiperidine-1,3-dicarboxylate